ClC=1C=C(C=C2C(=C(C=NC12)C#N)NCC(C)(C)C)NC(C=1C(=NC(=CC1)F)C)C=1N=NN(C1C1CC1)C1CC1 8-Chloro-6-(((1,5-dicyclopropyl-1H-1,2,3-triazol-4-yl)(6-fluoro-2-methylpyridin-3-yl)methyl)amino)-4-(neopentylamino)quinoline-3-carbonitrile